BrC=1C=C(C2=C(N(C(N2C2CC(C2)(C)O)=O)COCC[Si](C)(C)C)C1)C(F)(F)F 6-bromo-3-[(cis)-3-hydroxy-3-methylcyclobutyl]-4-(trifluoromethyl)-1-{[2-(trimethylsilyl)ethoxy]methyl}-2,3-dihydro-1H-1,3-benzodiazol-2-one